methyl 2-(8-(((tert-butyldimethylsilyl)oxy)methyl)-6-fluoroisoquinolin-5-yl)acetate [Si](C)(C)(C(C)(C)C)OCC=1C=C(C(=C2C=CN=CC12)CC(=O)OC)F